Cl.N1CCC(CC1)C=1C=C(C=CC1)N1C(NC(CC1)=O)=O 1-(3-Piperidin-4-yl-phenyl)-dihydro-pyrimidine-2,4-dione hydrochloride